(S)-methyl 2-amino-3-methylbutyrate N[C@H](C(=O)OC)C(C)C